COC1=C(C=CC=C1)C (Methoxyphenyl)methane